(S)-N-(1-(3-chloro-5-methoxypyrazin-2-yl)pent-4-en-1-ylidene)-2-methylpropane-2-sulfinamide ClC=1C(=NC=C(N1)OC)C(CCC=C)=N[S@@](=O)C(C)(C)C